dibenzyl (4-(8-(5-cyclopropyl-2-ethoxy-4-(3-methyl-1,2,4-oxadiazol-5-yl)benzyl)-2-oxo-1-oxa-3,8-diazaspiro[4.5]decan-3-yl)phenyl)phosphonate C1(CC1)C=1C(=CC(=C(CN2CCC3(CN(C(O3)=O)C3=CC=C(C=C3)P(OCC3=CC=CC=C3)(OCC3=CC=CC=C3)=O)CC2)C1)OCC)C1=NC(=NO1)C